[O-]S(=O)(=O)C(F)(F)F.[In+3].[O-]S(=O)(=O)C(F)(F)F.[O-]S(=O)(=O)C(F)(F)F Indium triflat